1,2-octanedione-1-[4-(phenylthio)phenyl]-2-(O-benzoyloxime) C1(=CC=CC=C1)SC1=CC=C(C=C1)C1(C(=O)ON=CC(CCCCCC)=O)CC=CC=C1